ClCC1=CC=C(C=C1)N1CCN(CC1)C1=C(C=C(C#N)C=C1)OC(F)(F)F 4-(4-(4-(chloromethyl)phenyl)piperazin-1-yl)-3-(trifluoromethoxy)benzonitrile